N1C(CCC1)C=1NC=CN1 2-(2-pyrrolidinyl)-1H-imidazole